CN(CCC1=CN(C2=CC=CC=C12)C([C@H](C(C)C)NC(OC(C)(C)C)=O)=O)C (S)-tert-butyl (1-(3-(2-(dimethylamino)ethyl)-1H-indol-1-yl)-3-methyl-1-oxobutan-2-yl)carbamate